2,2-dimethyl-4-oxo-3,8,11,14,17-pentaoxa-5-azaicosan-20-oic acid CC(C)(OC(NCCOCCOCCOCCOCCC(=O)O)=O)C